3,4-didodecyloxythiophene C(CCCCCCCCCCC)OC1=CSC=C1OCCCCCCCCCCCC